4-phenyl-2-[3-(triethoxysilyl)propyl]-1,2,3-triazole C1(=CC=CC=C1)C1=NN(N=C1)CCC[Si](OCC)(OCC)OCC